C(C)(C)OC1C=CC(O1)=O 5-isopropyloxy-2(5H)-furanone